quinoline-4-carboxamide N1=CC=C(C2=CC=CC=C12)C(=O)N